C(#N)C1=C(C=C(C=C1)N1N=C(C=C1)C(=O)NC1=CC=C(C=C1)F)C(F)(F)F 1-(4-cyano-3-trifluoromethylphenyl)-N-(4-fluorophenyl)-1H-pyrazole-3-carboxamide